2-tert-butoxycarbonylmethoxyphenyldiphenylsulfonium C(C)(C)(C)OC(=O)COC1=C(C=CC=C1)[S+](C1=CC=CC=C1)C1=CC=CC=C1